3-chloro-4,5-difluoro-N-((6-methoxy-1-methyl-1H-benzimidazol-7-yl)methyl)benzamide ClC=1C=C(C(=O)NCC2=C(C=CC3=C2N(C=N3)C)OC)C=C(C1F)F